CC1CCOC2(CCC2)C1 8-methyl-5-oxaspiro[3.5]nonane